6-[2-[[1-[2-(aminomethyl)-3,3-difluoro-allyl]-5-oxo-1,2,4-triazol-4-yl]methyl]phenyl]-8-methyl-3,4-dihydro-1H-quinolin-2-one NCC(CN1N=CN(C1=O)CC1=C(C=CC=C1)C=1C=C2CCC(NC2=C(C1)C)=O)=C(F)F